(R)-N-(1-(6-(3-Methoxytetrahydrofuran-3-yl)-4-methylpyridin-2-yl)-3-(1H-pyrazole-5-yl)-1H-pyrrolo[3,2-c]pyridin-6-yl)acetamide CO[C@@]1(COCC1)C1=CC(=CC(=N1)N1C=C(C=2C=NC(=CC21)NC(C)=O)C2=CC=NN2)C